NCCCCCC[N+]1=C(C(C=2C3=C(C=CC12)C=CC=C3)(C)C)\C=C\C3=C/C(/CCC3)=C/C=C\3/N(C=1C=CC2=C(C1C3(C)C)C=CC=C2)C 3-(6-aminohexyl)-1,1-dimethyl-2-((E)-2-((E)-3-((E)-2-(1,1,3-trimethyl-1,3-dihydro-2H-benzo[e]indol-2-ylidene)ethylidene)cyclohex-1-en-1-yl)vinyl)-1H-benzo[e]indol-3-ium